6-((4-((5-Cyclopropyl-3-(3,5-dichloropyridin-4-yl)isoxazol-4-yl)methoxy)bicyclo[2.2.2]octan-1-yl)methoxy)imidazo[1,2-b]pyridazin C1(CC1)C1=C(C(=NO1)C1=C(C=NC=C1Cl)Cl)COC12CCC(CC1)(CC2)COC=2C=CC=1N(N2)C=CN1